O1CCN(CC1)C=1N=C2N(C=CC=C2)C1C(=O)Cl morpholinoimidazo[1,2-a]pyridine-3-carbonyl chloride